2-{3-[(3S)-3-cyclopropylpiperazin-1-yl]-1,2,4-triazin-6-yl}-5-(1,3-oxazol-2-yl)phenol trifluoroacetate FC(C(=O)O)(F)F.C1(CC1)[C@H]1CN(CCN1)C=1N=NC(=CN1)C1=C(C=C(C=C1)C=1OC=CN1)O